C(C)(C)(C)OC(=O)N1CCC(CC1)C1=CC(=CC=C1)NC=1C=2N(C(=CN1)Br)C=CN2.NC=2C=C(C=CC2)S(=O)(=O)N[C@H](C(=O)N2CCOCC2)CC(C)C (S)-3-amino-N-(4-methyl-1-morpholino-1-oxopent-2-yl)benzenesulfonamide tert-butyl-4-(3-((5-bromoimidazo[1,2-a]pyrazin-8-yl)amino)phenyl)piperidine-1-carboxylate